[Hg].COC1=C(C=CC(=C1)CNC(CCCC\C=C\C(C)C)=O)C(N(C)C)C(=O)O (E)-2-methoxy-4-((8-methylnon-6-enamido)methyl)phenyl-dimethyl-glycine mercury